pyridocyclohexene N1=CC=CC2=C1C=CC=C2